C(C)N1CCN(CC1)C1=CC(=C(N)C=C1)[N+](=O)[O-] 4-(4-ethylpiperazin-1-yl)-2-nitroaniline